(7-bromobenzo[b]thiophen-2-yl)propan-2-ol BrC1=CC=CC2=C1SC(=C2)CC(C)O